(1S,2S)-N-[2-(2-ethoxy-5-fluoropyridin-3-yl)-1-methylpyrrolo[2,3-c]pyridin-5-yl]-2-fluorocyclopropane-1-carboxamide C(C)OC1=NC=C(C=C1C1=CC=2C(=CN=C(C2)NC(=O)[C@H]2[C@H](C2)F)N1C)F